4,5,6-trichloro-pyridine-2-carboxylate ClC1=CC(=NC(=C1Cl)Cl)C(=O)[O-]